O=C1NC(CCC1N1CC2=CC=CC(=C2C1)NCCNC)=O 2-(2,6-dioxopiperidin-3-yl)-4-((2-(methylamino)ethyl)amino)isoindoline